Hexyl diethylaminohydroxybenzoylbenzoate C(C)N(CC)C1=C(C(=C(C(=O)OCCCCCC)C=C1)C(C1=CC=CC=C1)=O)O